ClC1=CC(=CC=2N(C(NC21)=O)C)C(C(C)Cl)=O 4-chloro-6-(2-chloropropanoyl)-1-methyl-1,3-dihydro-2H-benzo[d]imidazol-2-one